Cl.CN1N=C2C(=CC(=CC2=C1)C=1N=CC2=C(N1)SC(=N2)N(C2CCNCC2)C)C#N 2-Methyl-5-{2-[methyl(piperidin-4-yl)amino][1,3]thiazolo[5,4-d]pyrimidin-5-yl}-2H-indazol-7-carbonitril-Hydrochlorid